P(=O)(OCCC1=CNC2=CC=C(C=C12)C1(CC1)C(NC(C1=CC=CC=C1)C1=C(C=C(C=C1)OC)C)=O)([O-])[O-].[Na+].[Na+] disodium 2-[5-(1-{[(4-methoxy-2-methylphenyl)(phenyl)methyl]carbamoyl} cyclopropyl)-1H-indol-3-yl]ethyl phosphate